C(N)(=O)C=1C=C(C=CC1F)NC(=O)[C@H]1O[C@@]([C@@H]([C@@H]1C1=C(C=C(C=C1)F)OC(F)F)C)(C(F)(F)F)C (2S,3R,4R,5S)-N-(3-carbamoyl-4-fluoro-phenyl)-3-[2-(difluoromethoxy)-4-fluoro-phenyl]-4,5-dimethyl-5-(trifluoromethyl)tetrahydrofuran-2-carboxamide